OCCN1CCC(CC1)C=1C=C(C=2N(C(C=C(N2)C=2C=C3C=NN(C3=CC2)C)=O)C1)C 7-[1-(2-hydroxyethyl)piperidin-4-yl]-9-methyl-2-(1-methyl-1H-indazol-5-yl)-4H-pyrido[1,2-a]pyrimidin-4-one